FC1=C(C=CC(=C1F)C=1C(=NN(C1)CCC1=NC(=CC=C1)OC)C)C1=CN=C(N1C)C(=O)N 5-[2,3-difluoro-4-[1-[2-(6-methoxy-2-pyridinyl)ethyl]-3-methyl-pyrazol-4-yl]phenyl]-1-methyl-imidazole-2-carboxamide